C[C@@H]1CN(C=2C=C3C=CNC3=NC2C1=O)C1=C(C(=O)N)C=CC=C1 |o1:1| 2-[(12R or S)-12-methyl-13-oxo-2,4,10-triazatricyclo[7.4.0.0[3,7]]tridec-1(9),2,5,7-tetraen-10-yl]benzamide